ClC1=CC=C(C=C1)NC(NC(NCCCCCCNC(NC(N)NC1=CC=C(C=C1)Cl)N)N)=O N-(4-chlorophenyl)-14-[(4-chlorophenyl)amino]-3,12,14-triamino-2,4,11,13-tetraazatetradecanamide